N-(2-chloro-4-(trifluoromethyl)phenyl)-2-(5-cyclobutyl-2-(2,3-dihydrobenzofuran-5-yl)-7-oxo-6-(piperazine-1-yl)-[1,2,4]triazolo[1,5-a]pyrimidin-4(7H)-yl)acetamide ClC1=C(C=CC(=C1)C(F)(F)F)NC(CN1C=2N(C(C(=C1C1CCC1)N1CCNCC1)=O)N=C(N2)C=2C=CC1=C(CCO1)C2)=O